aminomethyl-oxathiane NCC1SOCCC1